OP(=O)(CCC(=O)[O-])C 3-(hydroxyl(methyl)phosphinyl)-propionate